(4-(3,4-dihydroisoquinolin-2(1H)-yl)-3-hydroxypiperidin-1-yl)methanone C1N(CCC2=CC=CC=C12)C1C(CN(CC1)C=O)O